6-chloro-3-hydrazino-4-(trifluoromethyl)pyridazine ClC1=CC(=C(N=N1)NN)C(F)(F)F